CC(C#N)(C)C1=C2C(=NC(=C1)N1[C@@H](COCC1)C)C(=NN2)C2=NNC=C2 (R)-2-methyl-2-(5-(3-methylmorpholinyl)-3-(1H-pyrazol-3-yl)-1H-pyrazolo[4,3-b]pyridin-7-yl)propionitrile